N,N'-bis(3-methylenehepta-4,6-dien-1-yl)piperazine C=C(CCN1CCN(CC1)CCC(C=CC=C)=C)C=CC=C